(S)-N-((4,4-Difluorocyclohexyl)(7-((2-oxotetrahydropyrimidin-1(2H)-yl)methyl)imidazo[1,2-b]pyridazin-2-yl)methyl)-1-isopropyl-1H-pyrazole-5-carboxamide FC1(CCC(CC1)[C@H](NC(=O)C1=CC=NN1C(C)C)C=1N=C2N(N=CC(=C2)CN2C(NCCC2)=O)C1)F